1,8-bis(3-thietanylthio)-4-(3-thietanylthio-methyl)-3,6-dithiaoctane S1CC(C1)SCCSC(CSCCSC1CSC1)CSC1CSC1